C(C1=CC=CC=C1)OC=1C(=CC(=C(C1)N(N1C=C(C(C=C1)=O)C(=O)OCC)C(C)(C)C)Br)OC ethyl 1-((5-(benzyloxy)-2-bromo-4-methoxyphenyl) (tert-butyl) amino)-4-oxo-1,4-dihydropyridine-3-carboxylate